(2-methylbenzofuran-3-yl)boric acid CC=1OC2=C(C1OB(O)O)C=CC=C2